C/C=C/C=C/C1=C2[C@@H]3[C@@H](O1)[C@H](CCN3C=C4C2=CC(=O)C(C4=O)(C)OC(=O)CC(C)O)O The molecule is a organic heterotetracyclic compound isolated from the fermentation broth of Trichoderma harzianum and exhibits anti-HIV activity. It has a role as a metabolite and an anti-HIV agent. It is an organic heterotetracyclic compound, a beta-diketone, an organonitrogen heterocyclic compound, an enone, a cyclic ether, a carboxylic ester and a secondary alcohol. It derives from a 3-hydroxybutyric acid.